BrC=1C=C(C=C(C1)Cl)CN 3-Bromo-5-chlorobenzenemethylamine